C(C)(C)(C)OC(=O)NCCNC(OCN1C(C(CCC1=O)N1C(C2=CC=C(C=C2C1)CNC(NC1=CC(=C(C=C1)C)Cl)=O)=O)=O)=O [3-[5-([[(3-chloro-4-methylphenyl)carbamoyl]amino]methyl)-1-oxo-3H-isoindol-2-yl]-2,6-dioxopiperidin-1-yl]methyl N-[2-[(tert-butoxycarbonyl)amino]ethyl]-carbamate